CS(=O)(=O)OCCN1C=CC2=CC(=C(C=C12)F)F 2-(5,6-difluoroindol-1-yl)ethyl methanesulfonate